1-iminomethyl-3-(aminomethyl)benzene sodium sulfate carbon [C+4].S(=O)(=O)([O-])[O-].[Na+].N=CC1=CC(=CC=C1)CN